C(=O)(O)C1=CC=C(C=C1)NC([C@@H](CC1C(C1)C)C1=[N+](C=C(C=C1)C1=C(C(=CC=C1OC(F)F)Cl)F)[O-])=O 2-((2S)-1-((4-carboxyphenyl)amino)-3-(2-methylcyclopropyl)-1-oxopropan-2-yl)-5-(3-chloro-6-(difluoromethoxy)-2-fluorophenyl)pyridine 1-oxide